N-[3-[5-chloro-2-[2-methoxy-4-(4-methylpiperazin-1-yl)anilino]pyrimidin-4-yl]oxyphenyl]propanamide ClC=1C(=NC(=NC1)NC1=C(C=C(C=C1)N1CCN(CC1)C)OC)OC=1C=C(C=CC1)NC(CC)=O